rac-N-(1-(5-fluoropyridin-2-yl)-2-methoxy-2-methylpropyl)-2-methylpropane-2-sulfinamide FC=1C=CC(=NC1)C(C(C)(C)OC)NS(=O)C(C)(C)C